C(C)(C)(C)OC(=O)N1C[C@H](OCC1)[C@H](CC)O.ClC=1C=C(C(=O)NC[C@H](CC2=CC(=C(C=C2)O)Cl)N(C)C)C=CC1Cl (S)-3,4-dichloro-N-(3-(3-chloro-4-hydroxyphenyl)-2-(dimethylamino)propyl)benzamide (S)-tert-Butyl-2-((S)-1-hydroxypropyl)morpholine-4-carboxylate